OC(C(C(=O)OC)OC)C1=CC=C(C2=C1SC=C2)OC(CC=2N=C(OC2C)C2=CC=CC=C2)([2H])[2H] methyl 3-hydroxy-2-methoxy-3-(4-(2-(5-methyl-2-phenyloxazol-4-yl)ethoxy-1,1-d2)benzo[b]thiophen-7-yl)propanoate